NCCC(C1=CC=CC=C1)NC(=O)C=1C=CC=C2C(=CNC12)C=1C=NNC1 N-(3-amino-1-phenylpropyl)-3-(1H-pyrazol-4-yl)-1H-indole-7-carboxamide